1-(3-nitrophenyl)ethan-1-amine [N+](=O)([O-])C=1C=C(C=CC1)C(C)N